FC(C(=O)O)(F)F.N1(CCCCC1)C=O (piperidin-1-yl)methanone 2,2,2-trifluoroacetate